(Z)-5-((Z)-5-chloro-2-oxoindoline-3-ylidene)-3-(2-morpholinoethyl)-2-(phenylimino)thiazolidin-4-one ClC=1C=C2/C(/C(NC2=CC1)=O)=C/1\C(N(/C(/S1)=N/C1=CC=CC=C1)CCN1CCOCC1)=O